1-(1,3-Dimethyl-2-oxoindolin-3-yl)octane-2,7-dione CN1C(C(C2=CC=CC=C12)(C)CC(CCCCC(C)=O)=O)=O